FC=1C=C(C=CC1OC1=CC=NC2=CC(=C(C=C12)OC)OCCCN1CCC(CC1)C)NC(=O)C1=NC=CN(C1=O)C1=CC=C(C=C1)C N-(3-fluoro-4-{6-methoxy-7-[3-(4-methyl-1-piperidinyl)propoxy]quinolin-4-yloxy}phenyl)-3-oxo-4-(4-methylphenyl)-3,4-dihydropyrazine-2-carboxamide